(S)-N-[(1,2,2,2-2H4)ethylidene]-2-methylpropane-2-sulfinamide C(C([2H])([2H])[2H])([2H])=N[S@@](=O)C(C)(C)C